C(C)N=C=NCCCN(C)C (1-ethyl-3-(3-dimethylaminopropyl)-carbodiimide)